(R)-2-(3-((5-chloro-4-(1H-indol-3-yl)pyrimidin-2-yl)amino)pyrrolidin-1-yl)-1-(Piperazin-1-yl)ethane-1-one ClC=1C(=NC(=NC1)N[C@H]1CN(CC1)CC(=O)N1CCNCC1)C1=CNC2=CC=CC=C12